(R)-1-(4-((5-(1-(2,2-difluoroethyl)-1H-benzo[d][1,2,3]triazol-6-yl)-4-(methoxy-d3)pyrrolo[2,1-f][1,2,4]triazin-2-yl)amino)-3,3-difluoropiperidin-1-yl)ethan-1-one FC(CN1N=NC2=C1C=C(C=C2)C=2C=CN1N=C(N=C(C12)OC([2H])([2H])[2H])N[C@H]1C(CN(CC1)C(C)=O)(F)F)F